5-isopropyl-8-(3-((methyl-sulfonyl)methyl)azetidin-1-yl)isoquinolin C(C)(C)C1=C2C=CN=CC2=C(C=C1)N1CC(C1)CS(=O)(=O)C